NC(C=1N=C2N(N=CC(=C2)[C@@H](COC)N2C(N[C@@H](C2)C(F)(F)F)=O)C1)C1C[C@H]2C([C@H]2C1)(F)F (4S)-1-((1S)-1-(2-(amino((1R,3s,5S)-6,6-difluorobicyclo[3.1.0]hexan-3-yl)methyl)imidazo[1,2-b]pyridazin-7-yl)-2-methoxyethyl)-4-(trifluoromethyl)imidazolidin-2-one